O=C1N(C(CC1)=O)CCNC([C@@H](NC(CCOCCOCCN=[N+]=[N-])=O)C(C)C)=O (S)-2,5-dioxopyrrolidin-1-yl-15-azido-5-isopropyl-4,7-dioxo-10,13-dioxa-3,6-diazapentadecane